C(CCC)C=1C=C(C=C(C1O)CCCC)OC(CC)=O.CN(C(C=C1CCNCC1)=O)C N,N-dimethyl-2-(4-piperidylidene)acetamide 3,5-di-butyl-4-hydroxy-phenylpropionate